4-[4-(2-amino-1-hydroxyethyl)phenyl]-3-(5-cyclopropyl-2-methylpyrazol-3-yl)oxybenzonitrile NCC(O)C1=CC=C(C=C1)C1=C(C=C(C#N)C=C1)OC=1N(N=C(C1)C1CC1)C